Tert-butyl-4-{5-fluoro-4-[(3-methyl-4-{[1,2,4]triazolo[1,5-a]pyridin-7-yloxy}phenyl)amino]quinazolin-6-yl}-3-methylpiperazine-1-carboxylate C(C)(C)(C)OC(=O)N1CC(N(CC1)C=1C(=C2C(=NC=NC2=CC1)NC1=CC(=C(C=C1)OC1=CC=2N(C=C1)N=CN2)C)F)C